6-((trimethylsilyl)ethynyl)quinoline C[Si](C)(C)C#CC=1C=C2C=CC=NC2=CC1